BrC=1C=CC(=NC1C=1C(=NN(C1)CC)C(F)(F)F)N 5-Bromo-6-(1-ethyl-3-(trifluoromethyl)-1H-pyrazol-4-yl)pyridin-2-amine